[2-[(2-methoxy-3-pyridinyl)oxy]-4-methyl-5-(trifluoromethyl)-3-pyridinyl]boronic acid COC1=NC=CC=C1OC1=NC=C(C(=C1B(O)O)C)C(F)(F)F